Decylphosphat C(CCCCCCCCC)OP(=O)([O-])[O-]